OC(CCC(=O)O)C 4-hydroxy-pentanoic acid